N1CCC(CC1)C1=CC=CC(=N1)OCC=1C=C(C=CC1)C(C)=O 1-(3-(((6-(piperidin-4-yl)pyridin-2-yl)oxy)methyl)phenyl)ethane-1-one